Nickel-Manganese-Copper [Cu].[Mn].[Ni]